tert-butyl N-[[1-[5-(azidomethyl)-2-methylsulfanyl-pyrimidin-4-yl]pyrrolidin-3-yl] methyl]carbamate N(=[N+]=[N-])CC=1C(=NC(=NC1)SC)N1CC(CC1)CNC(OC(C)(C)C)=O